2-(cyclohexen-1-yl)-5-[(4-methoxyphenyl)methoxy]-3-(trifluoromethyl)pyridine C1(=CCCCC1)C1=NC=C(C=C1C(F)(F)F)OCC1=CC=C(C=C1)OC